CC1=C(OC(C(=O)OCC)(C)C)C(=CC(=C1)CN1C(=NN(C1=O)C1=CC=C(C=C1)OC(F)(F)F)C)C Ethyl 2-(2,6-dimethyl-4-((3-methyl-5-oxo-1-(4-(trifluoromethoxy) phenyl)-1,5-dihydro-4H-1,2,4-triazol-4-yl) methyl) phenoxy)-2-methylpropionate